FC(C1=NC=CC(=C1)N1CC(C1)CC(=O)N1CC=2C(=C(N3C=CN=C3C2C1)C)C)F 2-[1-(2-Difluoromethyl-pyridin-4-yl)-azetidin-3-yl]-1-(4,5-dimethyl-6,8-dihydro-1,3a,7-triaza-as-indacen-7-yl)-ethanone